CN(CCCC(=O)OC(CCCCCCC(=O)OCC)CCCCCCCCC\C=C/C\C=C/CCCCC)C ethyl (18Z,21Z)-8-{[4-(dimethylamino)butanoyl]oxy}heptacosa-18,21-dienoate